2,4-diamino-8-(diethylamino)-5-((4-(methylthio)phenyl)thio)-5H-chromeno[2,3-b]pyridine-3-carbonitrile NC1=C(C(=C2C(=N1)OC1=CC(=CC=C1C2SC2=CC=C(C=C2)SC)N(CC)CC)N)C#N